vinyl 1,12-dodecanedioate C(CCCCCCCCCCC(=O)[O-])(=O)OC=C